C(C)C(CO)(CO)CC(C)C 2-ethyl-2-isobutylpropan-1,3-diol